[Si](C1=CC=CC=C1)(C1=CC=CC=C1)(C(C)(C)C)OC1=CC=C(CN2C=NC3=C2C(=CC(=C3)CO)OC)C=C1 1-(4-((tert-butyldiphenylsilyl)oxy)benzyl)-7-methoxy-1H-benzo[d]imidazole-5-methanol